(R)-4-isopropyl-6-((1-ethylpiperidin-3-yl)amino)-3-(2-methoxy-4-((trimethylsilyl)ethynyl)phenyl)-1,2,4-triazin-5(4H)-one C(C)(C)N1C(=NN=C(C1=O)N[C@H]1CN(CCC1)CC)C1=C(C=C(C=C1)C#C[Si](C)(C)C)OC